hexamethyl-indanol CC1=C2C(C(C(C2=CC=C1)(O)C)(C)C)(C)C